ClC=1C2=C(N=CN1)SC=C2I 4-chloro-5-iodothieno[2,3-d]pyrimidine